[3-[(4S)-3-(4-chlorophenyl)-4-phenyl-4,5-dihydropyrazol-1-yl]-1-[(1S)-1-(4-chlorophenyl)ethyl]-5-oxo-1,2,4-triazol-4-yl]acetic acid ClC1=CC=C(C=C1)C1=NN(C[C@@H]1C1=CC=CC=C1)C1=NN(C(N1CC(=O)O)=O)[C@@H](C)C1=CC=C(C=C1)Cl